NC1=NNC2=C(C=C(C=C12)C1=CC(=NC=C1)N)C1=C(C=C(C=C1)S(=O)(=O)N)C 4-(3-Amino-5-(2-aminopyridin-4-yl)-1H-indazol-7-yl)-3-methylbenzenesulfonamide